ClC=1C=C2C(=CC(=NC2=CC1)C(F)(F)F)N[C@@H]1C[C@@H](CCC1)NC(=O)C=1C=NN(C1C)CCC#N N-[(1R,3S)-3-{[6-chloro-2-(trifluoromethyl)quinolin-4-yl]amino}cyclohexyl]-1-(2-cyanoethyl)-5-methyl-1H-pyrazole-4-carboxamide